C(C)(C)(C)[C@H]1N(C2=NC(=CC=C2CC1)CCCCN(C)CC(CC(=O)OC)C1=CC(=CC=C1)O)C(=O)O.COC=1C=C(C=2OC3=CC=CC(=C3C(C2)=O)OC)C=CC1OC 3',4',5-trimethoxyflavone tert-Butyl-(S)-7-(4-((2-(3-hydroxyphenyl)-4-methoxy-4-oxobutyl)(methyl)amino)butyl)-3,4-dihydro-1,8-naphthyridine-1(2H)-carboxylate